C(C)(C)N[SiH](NC(C)C)NC(C)C N,N',N''-triisopropylsilanetriamine